FC=1C=C2CCC=3N(C2=NC1)N=C(C3C(C)C)C3CCN(CC3)C(=O)OC(C(F)(F)F)C(F)(F)F 1,1,1,3,3,3-hexafluoropropan-2-yl 4-(7-fluoro-3-isopropyl-4,5-dihydropyrazolo[1,5-a][1,8]naphthyridin-2-yl)piperidine-1-carboxylate